Cl.CNC[C@@H]1OCCCC2=C1C=CC=C2C2=NC=CC=C2 |o1:4| rel-(R)-N-methyl-1-(6-(pyridin-2-yl)-1,3,4,5-tetrahydrobenzo[c]oxepin-1-yl)methanamine hydrochloride salt